7-chloro-4-(piperidin-4-yloxy)quinoline hydrochloride Cl.ClC1=CC=C2C(=CC=NC2=C1)OC1CCNCC1